N1=CC=C(C2=CC=CC=C12)C=1N(C2=CC=CC(=C2C1)NC1CCS(CC1)(=O)=O)CC(F)(F)F 4-((2-(quinolin-4-yl)-1-(2,2,2-trifluoroethyl)-1H-indol-4-yl)amino)tetrahydro-2H-thiopyran 1,1-dioxide